9-(3-chloro-5-(naphthalene-1-yl)phenyl)phenanthrene prop-2-enyl-2-prop-2-enoxycarbonyloxypropanoate C(C=C)OC(C(C)OC(=O)OCC=C)=O.ClC=1C=C(C=C(C1)C1=CC=CC2=CC=CC=C12)C=1C2=CC=CC=C2C=2C=CC=CC2C1